2-amino-4-(4-hydroxyphenyl)-5-methylthiazole NC=1SC(=C(N1)C1=CC=C(C=C1)O)C